C(C)(C)N1N=C(C2=C1C(NN=C2)=O)C 1-isopropyl-3-methyl-1,6-dihydro-7H-pyrazolo[3,4-d]pyridazin-7-one